naphthoquinonedinitrile C1(C(=C(C(C2=CC=CC=C12)=O)C#N)C#N)=O